C=C\C=C\CCCCCCC 1,3E-undecadiene